NC1=NC=CC=C1C1=NC=2C(=NC(=CC2C#N)N2N=CC=C2)N1C=1C=C2CC[C@@H](C2=CC1)NC1CCN(CC1)C(C=C)=O 2-(2-aminopyridin-3-yl)-3-[(1S)-1-{[1-(prop-2-enoyl)piperidin-4-yl]amino}-2,3-dihydro-1H-inden-5-yl]-5-(pyrazol-1-yl)imidazo[4,5-b]pyridine-7-carbonitrile